NC1=C2C(=C(N=N1)OC(C)C)N(C(=N2)CCCC)CC2=CC=C(CNC(OCC1=CC=C(C=C1)NC(C)=O)=O)C=C2 4-acetamidobenzyl (4-((4-amino-2-butyl-7-isopropoxy-1H-imidazo[4,5-d]pyridazin-1-yl)methyl)benzyl)carbamate